6-chloro-2-methyl-3-[[2-[3-(5-methyl-6-oxo-1H-pyridazin-4-yl)propyl]-2-azaspiro[3.3]heptan-6-yl]methyl]benzonitrile ClC1=CC=C(C(=C1C#N)C)CC1CC2(CN(C2)CCCC=2C=NNC(C2C)=O)C1